MONOGLYCEROL ACRYLATE C(C=C)(=O)OCC(O)CO